BrC1=C2C=NN(C2=CC=C1C1(CCC1)O)C1OCCCC1 1-(4-bromo-1-(tetrahydro-2H-pyran-2-yl)-1H-indazol-5-yl)cyclobutan-1-ol